CN1C(N(C2=C1C=CC(=C2)[N+](=O)[O-])CCC(=O)OC)=O Methyl 3-(3-methyl-6-nitro-2-oxo-benzimidazol-1-yl)propanoate